ClC=1C=2N(C=CC1)N=CC2C(NC(=O)[C@@H]2[C@H]1C([C@H]1CN2C([C@H](C(C)(C)C)NC(C(F)(F)F)=O)=O)(C)C)C#N (1R,2S,5S)-N-[(4-chloropyrazolo[1,5-a]pyridin-3-yl)-cyano-methyl]-3-[(2S)-3,3-dimethyl-2-[(2,2,2-trifluoroacetyl)amino]butanoyl]-6,6-dimethyl-3-azabicyclo[3.1.0]hexane-2-carboxamide